C(C)NCC.C(C)NCC.C(C)NCC.C(C)NCC.[Zr] zirconium tetra(diethylamine)